ClC=1C(N(C(C1Cl)O)CC1=C(C=CC=C1)Cl)=O 3,4-dichloro-1-(2-chlorobenzyl)-5-hydroxy-1H-pyrrol-2(5H)-one